FC1=C(C=CC=C1)CC 1-(2-fluorophenyl)ethane